N[C@H]1C[C@@H](CC1)NC(=O)C=1C=C(C=NC1)C 5-(((1R,3R)-3-aminocyclopentyl)carbamoyl)-3-methylpyridin